N-(4-((4-((2-(6-methylpyridin-2-yl)pyrimidin-4-yl)amino)pyrimidin-2-yl)amino)phenyl)piperidine-4-carboxamide CC1=CC=CC(=N1)C1=NC=CC(=N1)NC1=NC(=NC=C1)NC1=CC=C(C=C1)NC(=O)C1CCNCC1